2-(2-cyclopropylpyridin-3-yl)-2-((R)-3-(4-(5,6,7,8-tetrahydro-1,8-naphthyridin-2-yl)butoxy)pyrrolidin-1-yl)acetic acid C1(CC1)C1=NC=CC=C1C(C(=O)O)N1C[C@@H](CC1)OCCCCC1=NC=2NCCCC2C=C1